NC1=NC2=C(C=C(C=C2C=N1)C=1C=NC=CC1)C=1C=C(C=CC1)NC(C=C)=O N-(3-(2-amino-6-(pyridin-3-yl)quinazolin-8-yl)phenyl)acrylamide